NC1=NC=CC(=C1NC(=O)OCC)OC1=C(C=C(C=C1)NC(OC(C)(C)C)=O)F tert-butyl (4-((2-amino-3-((ethoxycarbonyl)amino)pyridine-4-yl)oxy)-3-fluorophenyl)carbamate